FC=1C=NC2=CC(=C(C=C2C1OC=1C(=C2C=C(NC2=CC1)C)F)OC)OCC1CC(C1)O 3-((3-fluoro-4-(4-fluoro-2-methyl-1H-indol-5-yloxy)-6-methoxyquinolin-7-yloxy)methyl)cyclobutanol